OC1=C2N(C(=NC1=O)C1N(CCC1)C(=O)OC1=C(C=CC=C1)Cl)CCN(C2=O)C 2-chlorophenyl 2-(9-hydroxy-2-methyl-1,8-dioxo-1,3,4,8-tetrahydro-2H-pyrazino[1,2-c]pyrimidin-6-yl)pyrrolidine-1-carboxylate